(S)-N-(2-((((9H-fluoren-9-yl)methoxy)carbonyl)amino)-5-(3-((2,2,4,6,7-pentamethyl-2,3-dihydrobenzofuran-5-yl)sulfonyl)guanidino)pentyl)-N-(methylsulfonyl)glycine C1=CC=CC=2C3=CC=CC=C3C(C12)COC(=O)N[C@H](CN(CC(=O)O)S(=O)(=O)C)CCCNC(=N)NS(=O)(=O)C=1C(=C(C2=C(CC(O2)(C)C)C1C)C)C